COC(=O)C=1C(=CC(=C(C1)F)N1CC(C1)N1CCN(CC1)C1CCC(CC1)N1N=C(C=2C1=NC=NC2N)C2=CC=C(C=C2)OC2=CC=CC=C2)C(=O)OC 4-(3-(4-((1r,4r)-4-(4-amino-3-(4-phenoxyphenyl)-1H-pyrazolo[3,4-d]pyrimidin-1-yl)cyclohexyl)piperazin-1-yl)Azetidin-1-yl)-5-fluorobenzene-1,2-dicarboxylic acid dimethyl ester